N-(1-(benzo[d]thiazol-6-ylmethyl)indolin-6-yl)-3-((4-methylpiperazin-1-yl)methyl)-5-(trifluoromethyl)benzamide S1C=NC2=C1C=C(C=C2)CN2CCC1=CC=C(C=C21)NC(C2=CC(=CC(=C2)C(F)(F)F)CN2CCN(CC2)C)=O